Cyanomethyl 4-(4-methoxyphenyl)-2-(pent-4-enamidomethyl)oxazole-5-carboxylate COC1=CC=C(C=C1)C=1N=C(OC1C(=O)OCC#N)CNC(CCC=C)=O